COC1=CC=2N(C=C1)C(=CN2)C(=O)NC2=C(C=CC(=C2)C2=NOC(=N2)C)C 7-methoxy-N-(2-methyl-5-(5-methyl-1,2,4-oxadiazol-3-yl)phenyl)imidazo[1,2-a]pyridine-3-carboxamide